C(CCCCC(C)C)OC(CCS)=O isooctyl-3-mercaptopropionate